FC(CN1N=NC2=C1C=C(C=C2)C2=CNC=1N=C(N=CC12)NC1CC(C1)(C(=O)N(C)C)C)F (1r,3r)-3-((5-(1-(2,2-difluoroethyl)-1H-benzo[d][1,2,3]triazol-6-yl)-7H-pyrrolo[2,3-d]pyrimidin-2-yl)amino)-N,N,1-trimethylcyclobutane-1-carboxamide